COC=1C=C(CN2C(C3=CC=C(C=C3CC2)C=2C=NNC2)=O)C=CC1 2-(3-methoxybenzyl)-6-(1H-pyrazol-4-yl)-3,4-dihydroisoquinolin-1(2H)-one